5-(2,3-dichloro-6-methoxyphenyl)-1-ethyl-1,4-dihydro-cyclopenta[c]pyrazole ClC1=C(C(=CC=C1Cl)OC)C=1CC2=C(N(N=C2)CC)C1